(1aR,5aR)-2-(2,4-Difluoro-phenyl)-1a,2,5,5a-tetrahydro-1H-2,3-diaza-cyclopropa[a]pentalene-4-carboxylic Acid (4-Hydroxy-pyridin-2-yl)-amide OC1=CC(=NC=C1)NC(=O)C=1C=2C[C@@H]3[C@H](C2N(N1)C1=C(C=C(C=C1)F)F)C3